methyl 7-bromo-2-(trans-4-((tert-butoxycarbonyl) amino) cyclohexyl)-2,4-dimethylbenzo[d][1,3]dioxole-5-carboxylate BrC1=CC(=C(C2=C1OC(O2)(C)[C@@H]2CC[C@H](CC2)NC(=O)OC(C)(C)C)C)C(=O)OC